2-(4-Cyano-phenoxy)-2-(4-cyano-phenyl)-N-(5,6-dimethoxy-benzothiazol-2-yl)-acetamide C(#N)C1=CC=C(OC(C(=O)NC=2SC3=C(N2)C=C(C(=C3)OC)OC)C3=CC=C(C=C3)C#N)C=C1